4-[6-(4,4-difluoropiperidin-1-yl)-5-fluoropyridin-3-yl]-1,3-oxazole-2-carboxylic acid ethyl ester C(C)OC(=O)C=1OC=C(N1)C=1C=NC(=C(C1)F)N1CCC(CC1)(F)F